ClC=1C=C2C(=CC1Cl)NC([C@]21CN(CC1)C(=O)C1(CNCC1)F)=O (S)-5,6-dichloro-1'-(3-fluoropyrrolidine-3-carbonyl)spiro[indoline-3,3'-pyrrolidin]-2-one